3-acetyl-2,5-dichlorothiophene C(C)(=O)C1=C(SC(=C1)Cl)Cl